(S)-3-((3-(1-aminopropane-2-yl)phenyl)amino)-5,6-diethyl-pyrazine-2-carboxamide 2-hydroxy-5-(5,7,8-trihydroxy-4-oxo-4H-chromen-2-yl)phenolate OC1=C(C=C(C=C1)C=1OC2=C(C(=CC(=C2C(C1)=O)O)O)O)[O-].NC[C@@H](C)C=1C=C(C=CC1)NC=1C(=NC(=C(N1)CC)CC)C(=O)N